CC(CCN1N(N(CCC1)CCC(N)(C)C)CCC(N)(C)C)(N)C N,N',N''-tris-(dimethyl-aminopropyl)hexahydrotriazine